O1CC(CC1)C1OCCC(C1)O 2-(tetrahydrofuran-3-yl)tetrahydro-2H-pyran-4-ol